FC1(CC2(C1)OC(N(C2)NCC2=NC=C(C=C2)C(F)(F)F)=O)F 2,2-difluoro-7-(((5-(trifluoromethyl)pyridin-2-yl)methyl)amino)-5-oxa-7-azaspiro[3.4]octan-6-one